3-Chloro-5-(difluoromethoxy)pyridazin-4-ol ClC=1N=NC=C(C1O)OC(F)F